(R)-5-benzyl-N-(4,5-dihydrobenzo[b]imidazo[1,2-d][1,4]oxazepin-4-yl)isoxazole-3-carboxamide C(C1=CC=CC=C1)C1=CC(=NO1)C(=O)N[C@@H]1C=2N(C3=C(OC1)C=CC=C3)C=CN2